C(CCCCCCC)OC(CCC(=O)OCC1(COC(OC1)CCN(CC)CC)COC(CCC(OCCCCCCCC)OCCCCCCCC)=O)OCCCCCCCC (2-(2-(diethylamino)ethyl)-1,3-dioxane-5,5-diyl)bis(methylene) bis(4,4-bis(octyloxy)butanoate)